OC1CC(C2=CC=CC(=C2C1)OC)=NN 3-hydroxy-9-(5-methoxy-1-tetralone) hydrazone